C(C)(C)N(C(=O)C1NCS(C1)=O)C=1C=C(C=CC1)C N-isopropyl-N-(m-tolyl)thiazolidine-4-carboxamide 1-oxide